S1C=NC2=C1C=C(C=C2)\C=C/2\C(N(C(=N2)N(C2=CC=CC=C2)CC2=CC=CC=C2)CC2=CC=CC=C2)=O (Z)-5-(benzo[d]thiazol-6-ylmethylene)-3-benzyl-2-(benzyl-(phenyl)amino)-3,5-dihydro-4H-imidazol-4-one